(S)-1-(2-((S)-3-(Chinolin-5-yloxy)pyrrolidin-1-yl)acetyl)pyrrolidin-2-carbonitril N1=CC=CC2=C(C=CC=C12)O[C@@H]1CN(CC1)CC(=O)N1[C@@H](CCC1)C#N